C(C1=CC=CC=C1)OC1=CC=C(C=C1)C1(CC1)N1CC(C1)NC(=O)C=1N=NN(C1)C1CC1 N-(1-(1-(4-(benzyloxy)phenyl)cyclopropyl)azetidin-3-yl)-1-cyclopropyl-1H-1,2,3-triazole-4-carboxamide